O1C2=C(OC(C1([2H])[2H])([2H])[2H])C=C(C=C2)OC2(CCN(CC2)C=2C(=CC=1N(N2)C(C=C(N1)C(F)(F)F)=O)C)[2H] 7-(4-((2,3-dihydrobenzo[b][1,4]dioxin-6-yl-2,2,3,3-d4)oxy)piperidin-1-yl-4-d)-8-methyl-2-(trifluoromethyl)-4H-pyrimido[1,2-b]pyridazin-4-one